N-(4-(4-(dimethylamino)benzamido)phenyl)-2-iodobenzamide CN(C1=CC=C(C(=O)NC2=CC=C(C=C2)NC(C2=C(C=CC=C2)I)=O)C=C1)C